1-METHYL-6,7-DIHYDRO-5H-CYCLOPENTA[B]PYRIDINE-1-IUM C[N+]1=C2C(=CC=C1)CCC2